3-((2S)-3-(8-(2,5-dimethylphenylsulfonyl)-1-oxa-8-azaspiro[4.5]decan-3-ylamino)-2-hydroxypropoxy)-N-methylbenzenesulfonamide CC1=C(C=C(C=C1)C)S(=O)(=O)N1CCC2(CC(CO2)NC[C@@H](COC=2C=C(C=CC2)S(=O)(=O)NC)O)CC1